Diethyl 4-cyclopropyl-1H-pyrazole-3,5-dicarboxylate C1(CC1)C=1C(=NNC1C(=O)OCC)C(=O)OCC